C12(CC3CC(CC(C1)C3)C2)NCCOCCOCCNC2=C3C(N(C(=NC3=CC=C2)C)C2C(NC(CC2)=O)=O)=O 3-(5-((2-(2-(2-(((1s,3s)-adamantan-1-yl)amino)ethoxy)ethoxy)ethyl)amino)-2-methyl-4-oxoquinazolin-3(4H)-yl)piperidine-2,6-dione